(R) and (S)-phenylethanol C1(=CC=CC=C1)[C@@H](C)O |r|